(R)-3-(1,4-Dimethyl-1H-benzo[d][1,2,3]triazol-5-yl)-3-(3-(((R)-2-ethyl-2,3-dihydropyrido[3,4-f][1,4]oxazepin-4(5H)-yl)methyl)-4-methylphenyl)propanoic acid, formic acid salt C(=O)O.CN1N=NC2=C1C=CC(=C2C)[C@H](CC(=O)O)C2=CC(=C(C=C2)C)CN2C[C@H](OC1=C(C2)C=NC=C1)CC